C(#N)CC(C)(C1=CN=C(N1)C1=C(C=CC(=C1)OC=1C(=C2C=CNC2=CC1F)SC)F)C=1C=C(C=CC1)/C=C/C(=O)OCC Ethyl (E)-3-(3-(1-cyano-2-(2-(2-fluoro-5-((6-fluoro-4-(methylthio)-1H-indol-5-yl)oxy)phenyl)-1H-imidazol-5-yl)propan-2-yl)phenyl)acrylate